[N+](#[C-])CCOC 1-isocyano-2-methoxy-ethane